ClC=1C(N(C2=CC=CC=C2N1)C)=O chloro-1-methylquinoxalin-2(1H)-one